C1=C(C=CC=2C3=CC=CC=C3CC12)S(=O)(=O)NC1=C(C=CC=C1)C#CC=1C=CC(=NC1)C(=O)OC methyl 5-{2-[2-(9H-fluorene-2-sulfonamido)phenyl]ethynyl}pyridine-2-carboxylate